5-Chloro-N-(5-(5-(difluoromethyl)picolinoyl)-5,6-dihydro-4H-pyrrolo[3,4-d]thiazol-2-yl)-2-methoxy-6'-methyl-[3,4'-bipyridine]-3'-carboxamide ClC=1C=C(C(=NC1)OC)C1=C(C=NC(=C1)C)C(=O)NC=1SC2=C(N1)CN(C2)C(C2=NC=C(C=C2)C(F)F)=O